[N+](=O)([O-])[Co-3]([N+](=O)[O-])([N+](=O)[O-])([N+](=O)[O-])([N+](=O)[O-])[N+](=O)[O-].[Na+].[Na+].[Na+] sodium hexanitrocobalt(III)